FC(C=1C=C(C=CC1)C(C(=O)N1CC2=C(N=C(NC2=O)C2(CC2)C2=CC=CC=C2)CC1)O)F 6-(2-(3-(difluoromethyl)phenyl)-2-hydroxyacetyl)-2-(1-phenylcyclopropyl)-5,6,7,8-tetrahydropyrido[4,3-d]pyrimidin-4(3H)-one